C1(CC1)NC1=NC2=CC(=CC=C2C=C1)OCC1C(C(CO1)O)O 5-(((2-(cyclopropylamino)quinolin-7-yl)oxy)methyl)tetrahydrofuran-3,4-diol